CC=1C(C(CCC1)C)=O 2,6-dimethyl-2-cyclohexenone